Hydrobromide Hydrochloride Cl.Br